methyl N-methyl-N-(methyl((S)-pyrrolidin-3-yl)carbamoyl)-L-valinate CN([C@@H](C(C)C)C(=O)OC)C(N([C@@H]1CNCC1)C)=O